IC=1N=C(N2N=C(C=C(C21)C2(CC2)C#N)N2[C@@H](COCC2)C)C2=CC(=NN2C2OCCCC2)C (5-iodo-7-(3-methyl-1-(tetrahydro-2H-pyran-2-yl)-1H-pyrazol-5-yl)-2-((R)-3-methylmorpholino)imidazo[1,5-b]pyridazin-4-yl)cyclopropane-1-carbonitrile